C(C1=CC=CC=C1)N1CC2C(C2C1)C1=CC=C(C=C1)CC 3-Benzyl-6-(4-ethylphenyl)-3-azabicyclo[3.1.0]hexane